C1CCC(CC1)(C#N)N=NC2(CCCCC2)C#N azo-bis(cyclohexanecarbonitrile)